4-(3-amino-4-chloro-1H-indazol-5-yl)-3-chloro-N-(2-hydroxycyclopentyl)benzenesulfonamide NC1=NNC2=CC=C(C(=C12)Cl)C1=C(C=C(C=C1)S(=O)(=O)NC1C(CCC1)O)Cl